perfluorooctyl-dimethylallyl-ammonium iodide [I-].F[N+](C(C(=C(C(F)(F)F)C(F)(F)F)F)(F)F)(C(C(C(C(C(C(C(C(F)(F)F)(F)F)(F)F)(F)F)(F)F)(F)F)(F)F)(F)F)F